C(C)(C)(C)C1N(C=CC1)C(=O)O.N1(CCC=C1)C(=O)OC(C)(C)C tert-butyl 2,3-dihydro-1H-pyrrole-1-carboxylate (tert-butyl 2,3-dihydro-1H-pyrrole-1-carboxylate)